ClC1=NC=CC(=N1)C=1N=C2N(C=CC(=C2)OC(C)C)C1 (2-Chloropyrimidin-4-yl)-7-isopropoxy-imidazo[1,2-a]pyridine